N1CCC2(CC1)OCCC1=C2C=CS1 spiro[6,7-dihydrothieno[3,2-c]pyran-4,4'-piperidine]